meta-acetamidoaniline C(C)(=O)NC=1C=C(N)C=CC1